methyl 2-(methylthio)-5-(piperidin-1-yl)pyrimidine-4-carboxylate CSC1=NC=C(C(=N1)C(=O)OC)N1CCCCC1